C(C)(=O)N1CCC2(C[C@H](C(N2)=O)C[C@@H](C(C(=O)N)=O)NC([C@H](CC2CCCCC2)NC(=O)C=2NC3=CC=CC=C3C2)=O)CC1 N-((S)-1-(((S)-1-((R)-8-acetyl-2-oxo-1,8-diazaspiro[4.5]decan-3-yl)-4-amino-3,4-dioxobutan-2-yl)amino)-3-cyclohexyl-1-oxopropan-2-yl)-1H-indole-2-carboxamide